FC(CN1NC2=NC(=NC=C2C1=O)SC)=C 2-(2-Fluoropropan-2-en-1-yl)-6-(methylmercapto)-1H-pyrazolo[3,4-d]pyrimidin-3-one